COC1=C(C=C(C=C1)C1=NC2=CC=C3C(=C2C=2CCCCC12)C=NN3)B(O)O (2-methoxy-5-(8,9,10,11-tetrahydro-3H-pyrazolo[4,3-a]phenanthridin-7-yl)phenyl)boronic acid